guanidine laurylacetate C(CCCCCCCCCCC)CC(=O)O.NC(=N)N